[N+](=O)([O-])C(C=1C(=NN[NH+]1)[N+](=O)[O-])[N+](=O)[O-] 5-dinitromethyl-4-nitro-1,2,3-triazolium